O1C=CC2=C1C=CC(=C2)C=2C(=NC(=CN2)Cl)N2CCC(CC2)C(=O)OCC Ethyl 1-(3-(benzofuran-5-yl)-6-chloropyrazin-2-yl)piperidine-4-carboxylate